(S)-4-(fluoromethyl)-3-(4-methoxybenzyl)oxazolidin-2-one FC[C@H]1N(C(OC1)=O)CC1=CC=C(C=C1)OC